(R)-2-(3-(5-(3-Hydroxy-1-methyl-2-oxopyrrolidin-3-yl)isoxazol-3-yl)phenyl)-6-(trifluoromethyl)pyrimidine-4-carboxamide O[C@@]1(C(N(CC1)C)=O)C1=CC(=NO1)C=1C=C(C=CC1)C1=NC(=CC(=N1)C(=O)N)C(F)(F)F